tert-Butyl 2-[[[3-(2-chloro-6-methyl-4-pyridyl)-2-(3-cyanophenyl)pyrazolo[1,5-a]pyrimidine-5-carbonyl]amino] methyl]morpholine-4-carboxylate ClC1=NC(=CC(=C1)C=1C(=NN2C1N=C(C=C2)C(=O)NCC2CN(CCO2)C(=O)OC(C)(C)C)C2=CC(=CC=C2)C#N)C